5-(1-methylpyrazol-4-yl)phenol CN1N=CC(=C1)C=1C=CC=C(C1)O